3',5-Dimethoxy-4-(6-(methyl-(2,2,6,6-tetramethylpiperidin-4-yl)amino)pyridazin-3-yl)(1,1'-biphenyl)-3-ol COC=1C=C(C=CC1)C1=CC(=C(C(=C1)OC)C=1N=NC(=CC1)N(C1CC(NC(C1)(C)C)(C)C)C)O